(6-bromoisoquinolin-4-yl)methanol BrC=1C=C2C(=CN=CC2=CC1)CO